6-(benzyloxy)naphthalen-1-ol C(C1=CC=CC=C1)OC=1C=C2C=CC=C(C2=CC1)O